ClC=1C=C(C2=C(OC(OC2C)(C)C2CCN(CC2)CC2CC2)C1)C(=O)NC([2H])([2H])C=1C(NC(=CC1SC)C)=O 7-Chloro-2-(1-(cyclopropylmethyl)piperidin-4-yl)-2,4-dimethyl-N-((6-methyl-4-(methylsulfanyl)-2-oxo-1,2-dihydropyridin-3-yl)methyl-d2)benzo[d][1,3]dioxan-5-carboxamide